CC1(CC1)CCN 2-(1-methylcyclopropyl)ethan-1-amine